[O-]CCC.[Nb+5].NC1=NC=2C=CC=CC2C2=C1N=C(N2CC2=CC=C(CNC(CCCCCCCCCCCCCC)=O)C=C2)CCCC.[O-]CCC.[O-]CCC.[O-]CCC.[O-]CCC N-(4-((4-amino-2-butyl-1H-imidazo[4,5-c]quinolin-1-yl)methyl)benzyl)pentadecanamide niobium n-propoxide